2-Cyano-4-Methyl-Biphenyl C(#N)C1=C(C=CC(=C1)C)C1=CC=CC=C1